ClC1=C(C=NN(C1=O)[C@H]1CC[C@H](CC1)N(C1=CC=C(C=C1)F)CCCNC(OC(C)(C)C)=O)NCC1COCCC1 Cis-1,1-dimethylethyl N-[3-(N-[4-[5-chloro-6-oxo-4-(tetrahydropyran-3-ylmethylamino)pyridazin-1-yl]cyclohexyl]-4-fluoro-anilino)propyl]carbamate